methyl (E)-3-(tetrahydro-2H-pyran-2-yl)acrylate O1C(CCCC1)/C=C/C(=O)OC